6-amino-N-(5-chloro-6-(5-fluoro-2-methylphenyl)pyridin-2-yl)pyridine-3-sulfonamide NC1=CC=C(C=N1)S(=O)(=O)NC1=NC(=C(C=C1)Cl)C1=C(C=CC(=C1)F)C